2'-O-butyluridine C(CCC)O[C@H]1[C@@H](O[C@@H]([C@H]1O)CO)N1C(=O)NC(=O)C=C1